2,4-difluorophenoxypropionic acid FC1=C(OC(C(=O)O)C)C=CC(=C1)F